(R)-2-(2-Cyclopropoxy-5-((1-(dibenzo[b,d]furan-2-yl)ethyl)amino)-6-oxopyrimidin-1(6H)-yl)acetic acid C1(CC1)OC=1N(C(C(=CN1)N[C@H](C)C1=CC2=C(OC3=C2C=CC=C3)C=C1)=O)CC(=O)O